N-(3-bromo-4-((2-chloro-5-fluorophenyl)(hydroxy)methyl)-2-methoxy-5-nitrophenyl)-2,2,2-trifluoroacetamide BrC=1C(=C(C=C(C1C(O)C1=C(C=CC(=C1)F)Cl)[N+](=O)[O-])NC(C(F)(F)F)=O)OC